methyl 2-[[(4R)-2-[[2-methyl-3-(4,4,5,5-tetramethyl-1,3,2-dioxaborolan-2-yl)phenyl]carbamoyl]-4,5,6,7-tetrahydropyrazolo[1,5-a]pyridin-4-yl]amino]acetate CC1=C(C=CC=C1B1OC(C(O1)(C)C)(C)C)NC(=O)C1=NN2C([C@@H](CCC2)NCC(=O)OC)=C1